BrC=1C=2N(N=C(C1)Cl)C(=NN2)C2=NN(C=C2)C2OCCCC2 8-bromo-6-chloro-3-(1-tetrahydropyran-2-yl-pyrazol-3-yl)-[1,2,4]triazolo[4,3-b]pyridazine